1-methyl-2,5-dihydropyrrole-3-carboxamide CN1CC(=CC1)C(=O)N